N=1C=NN2C1C=C(C=C2)OC2=C(C=C(C=C2)NC=2C1=C(N=CN2)C=CC(=N1)N1C[C@@H](N(CCC1)C(C=C)=O)C)C (S)-1-(4-(4-((4-([1,2,4]triazolo[1,5-a]pyridin-7-yloxy)-3-methylphenyl)amino)pyrido[3,2-d]pyrimidin-6-yl)-2-methyl-1,4-diazepan-1-yl)prop-2-en-1-one